ClC1=CC(=C(C=C1Cl)C1CC(NCC1)C(=O)N)O rel-4-(4,5-dichloro-2-hydroxyphenyl)piperidine-2-carboxamide